NC1=NC(=C(C(=C1C#N)C1=CC=C(C=C1)OCC(F)F)C#N)SCC=1C=NC=CC1 2-amino-4-(4-(2,2-difluoroethoxy)phenyl)-6-((pyridin-3-ylmethyl)-thio)pyridine-3,5-dicarbonitrile